NC=1C=2N(C=CN1)C(=NC2C=2C=CC(=NC2)NC(=O)NC2=CC(=C(C=C2)CN2CCN(CC2)C)C(F)(F)F)C2CC2 1-(5-(8-amino-3-cyclopropylimidazo[1,5-a]pyrazin-1-yl)pyridin-2-yl)-3-(4-((4-methylpiperazin-1-yl)methyl)-3-(trifluoromethyl)phenyl)urea